dibromo-1,10-phenanthroline BrC=1C(=NC2=C3N=CC=CC3=CC=C2C1)Br